2-(3-(5-(trifluoromethyl)pyrimidin-2-yl)-3,8-diazabicyclo[3.2.1]oct-8-yl)acetic acid FC(C=1C=NC(=NC1)N1CC2CCC(C1)N2CC(=O)O)(F)F